4-(thiazol-2-yl)thiazol-2-amine S1C(=NC=C1)C=1N=C(SC1)N